1,3,5-trimethyl-N-[(3S)-1,1,3-trimethyl-2,3-dihydro-1H-inden-4-yl]-1H-pyrazole-4-carboxamide CN1N=C(C(=C1C)C(=O)NC1=C2[C@H](CC(C2=CC=C1)(C)C)C)C